C(C1=CC=CC=C1)OC1=NC=2N(C=C1)N=CC2C=2C=NN(C2)CCO 2-(4-(5-(benzyloxy)pyrazolo[1,5-a]pyrimidin-3-yl)-1H-pyrazol-1-yl)ethan-1-ol